7-(difluoromethoxy)-1,4-dimethyl-1H-benzotriazole FC(OC1=CC=C(C2=C1N(N=N2)C)C)F